BrC1=C(C=C(C=C1)C1=CC=C(C=C1)CCC)Cl 4-bromo-3-chloro-4'-propyl-1,1'-biphenyl